(S)-1,2-cyclohexanediamine [C@H]1(C(CCCC1)N)N